2-(4-chlorophenyl)-3-oxopropionitrile ClC1=CC=C(C=C1)C(C#N)C=O